tert-butyl 4-(4-(4-chloro-3-iodo-1H-pyrrolo[2,3-b]pyridin-5-yl) thiazol-2-yl)-3-oxopiperazine-1-carboxylate ClC1=C2C(=NC=C1C=1N=C(SC1)N1C(CN(CC1)C(=O)OC(C)(C)C)=O)NC=C2I